N-[4-amino-1-(2-trimethylsilylethoxymethyl)pyrazolo[4,3-c]pyridin-7-yl]-N'-[(1R)-indan-1-yl]-N'-[[5-(trifluoromethyl)-2-pyridyl]methyl]oxamide NC1=NC=C(C2=C1C=NN2COCC[Si](C)(C)C)NC(=O)C(=O)N(CC2=NC=C(C=C2)C(F)(F)F)[C@@H]2CCC1=CC=CC=C21